N-((1r,4r)-4-(3-chloro-4-cyanophenoxy)cyclohexyl)-6-hydroxypyridazine-3-carboxamide ClC=1C=C(OC2CCC(CC2)NC(=O)C=2N=NC(=CC2)O)C=CC1C#N